(E)-4-(dimethylamino)-1-(8-(5-(hydroxy(4-(4-morpholino-7H-pyrrolo[2,3-d]pyrimidin-6-yl)phenyl)methyl)pyrimidin-2-yl)-3,8-diazabicyclo[3.2.1]octan-3-yl)but-2-en-1-one CN(C/C=C/C(=O)N1CC2CCC(C1)N2C2=NC=C(C=N2)C(C2=CC=C(C=C2)C2=CC1=C(N=CN=C1N1CCOCC1)N2)O)C